1-(2,2-difluoro-1,3-benzodioxol-5-yl)pyrazol-3-amine FC1(OC2=C(O1)C=CC(=C2)N2N=C(C=C2)N)F